ClC(C(=C)F)(F)F 3-chloro-2,3,3-trifluoro-1-propene